CC1=C(C(=O)P(C2=CC=CC=C2)(C(C2=C(C=CC=C2C)C)=O)=O)C(=CC=C1)C bis(2,6-dimethylbenzoyl)-phenyl-phosphine oxide